5H-pyrrolo[2,3-b]pyrazine-5-carboxylic acid tert-butyl ester C(C)(C)(C)OC(=O)N1C=CC=2C1=NC=CN2